tri(dodecyl)methylammonium bromide [Br-].C(CCCCCCCCCCC)[N+](C)(CCCCCCCCCCCC)CCCCCCCCCCCC